2-(2'-hydroxy-5-tert-octylphenyl)-benzotriazole OC1=C(C=C(C=C1)C(C)(C)CC(C)(C)C)N1N=C2C(=N1)C=CC=C2